6-chloro-N-(4-chlorophenyl)-1-methyl-1H-pyrazolo[3,4-d]pyrimidin-4-amine ClC1=NC(=C2C(=N1)N(N=C2)C)NC2=CC=C(C=C2)Cl